4-(6-bromo-3-pyridyl)-1H-1,2,4-triazol-5-one BrC1=CC=C(C=N1)N1C=NNC1=O